7-chloro-2-(4-methoxybenzyl)-5-(1-(4-oxo-4-(4-(5-(trifluoromethyl)pyrimidin-2-yl)piperazin-1-yl)butoxy)ethyl)phthalazin-1(2H)-one ClC1=CC(=C2C=NN(C(C2=C1)=O)CC1=CC=C(C=C1)OC)C(C)OCCCC(N1CCN(CC1)C1=NC=C(C=N1)C(F)(F)F)=O